ClC=1C=C(C=CC1Cl)N1C(CC[C@H]1C1=NC2=C(N1C1CCS(CC1)(=O)=O)C=CC(=C2)C=2C(=NOC2C)C)=O (S)-1-(3,4-dichlorophenyl)-5-(5-(3,5-dimethylisoxazol-4-yl)-1-(1,1-dioxidotetrahydro-2H-thiopyran-4-yl)-1H-benzo[d]imidazol-2-yl)pyrrolidin-2-one